FC(C1=CC=C2C(=N1)OC1C2NCCC1)(F)F rac-7-(trifluoromethyl)-1,2,3,4,4a,9b-hexahydrofuro[2,3-b:4,5-b']dipyridine